ClC=1C=C(C=CC1)C1C(=C(N=C2N1C(/C(/S2)=C/C2=CC=C(OCC(=O)O)C=C2)=O)C)C(=O)OC(C)C (Z)-2-(4-((5-(3-chlorophenyl)-6-(isopropoxycarbonyl)-7-methyl-3-oxo-5H-thiazolo[3,2-a]pyrimidin-2(3H)-ylidene)methyl)phenoxy)acetic acid